1-(4-((1-methoxy-2-methyl-1-oxopropan-2-yl)oxy)benzyl)-1H-pyrazole-4-carboxylic acid COC(C(C)(C)OC1=CC=C(CN2N=CC(=C2)C(=O)O)C=C1)=O